B(O)(O)C1=C(C=C(C=C1)SC)F 4-BORONO-3-FLUOROTHIOANISOLE